D-1-ethyl lactate C(C(O)C)(=O)OCC